S1C=C(C=C1)CCOCC(C(=O)O)NC(=O)OC(C)(C)C 3-(2-(3-thienyl)-ethoxy)-2-tert-butoxycarbonylamino-propionic acid